ClC1=C(C=C(C=2C3=C(N(C12)C)[C@@H](CNC(C3)=O)CC(C)(C)O)OCC#N)Cl (R)-2-((7,8-Dichloro-5-(2-hydroxy-2-methylpropyl)-6-methyl-2-oxo-1,2,3,4,5,6-hexahydroazepino[4,5-b]indol-10-yl)oxy)acetonitrile